O[C@@H](CC(=O)OCC)C R-ethyl β-hydroxybutyrate